6-hydroxy-2-naphthimidamide OC=1C=C2C=CC(=CC2=CC1)C(N)=N